ClC=1C=C(CNC=2C3=C(N=C(N2)N(CCOC)CCOC)C(=NC(=N3)N(CCOC)CCOC)N3CCC(CC3)OC)C=CC1F N4-(3-chloro-4-fluorobenzyl)-N2,N2,N6,N6-tetrakis(2-methoxyethyl)-8-(4-methoxypiperidin-1-yl)pyrimido[5,4-d]pyrimidine-2,4,6-triamine